2,4-Dimethyl-6-(1'-methyltridec-yl)phenol CC1=C(C(=CC(=C1)C)C(CCCCCCCCCCCC)C)O